C1(CC1)C=1N2C(SC1)=NC(=C2)C(=O)N[C@@H]2C(N(C1=C(OC2)C=CC(=C1)C#CC1(COC1)O)C)=O (S)-3-cyclopropyl-N-(7-((3-hydroxyoxetan-3-yl)ethynyl)-5-methyl-4-oxo-2,3,4,5-Tetrahydrobenzo[b][1,4]oxazepine-3-yl)imidazo[2,1-b]thiazole-6-carboxamide